(2R,3S)-3-((2-(7-chloro-2-methoxyquinoxalin-5-yl)-5-fluorobenzo[d]thiazol-6-yl)oxy)butan-2-yl (6-(2-hydroxyethyl)pyridin-3-yl)carbamate OCCC1=CC=C(C=N1)NC(O[C@H](C)[C@H](C)OC1=CC2=C(N=C(S2)C2=C3N=CC(=NC3=CC(=C2)Cl)OC)C=C1F)=O